ClC1=C(C=CC=C1)[C@H]1[C@@](O1)(C1=C(C=C(C=C1)F)F)CN1N=CN=C1SC#N 1-{[(2R,3S)-3-(2-chlorophenyl)-2-(2,4-difluorophenyl)oxiran-2-yl]methyl}-1H-1,2,4-triazole-5-yl-thiocyanate